C1(CC1)[C@H](C1=CC=2N(N=C1)C=C(N2)[C@@H](NC(=O)C2=CC=NN2C(C)C)C2CCC(CC2)(F)F)NC(C[C@@](C(F)(F)F)(C)O)=O |o1:3,36| N-((S)-(7-((R*)-Cyclopropyl((R*)-4,4,4-trifluoro-3-hydroxy-3-methylbutanamido)methyl)imidazo[1,2-b]pyridazin-2-yl)(4,4-difluorocyclohexyl)methyl)-1-isopropyl-1H-pyrazole-5-carboxamide